C(C1=CC=CC=C1)=CC(=O)C=CC1=CC=CC=C1.C(C1=CC=CC=C1)=CC(=O)C=CC1=CC=CC=C1.[Pd].[Pd] dipalladium bis(dibenzylideneacetone)